N(=[N+]=[N-])C[C@@H](N)C(=O)O 3-Azido-D-Alanin